2-(4-Fluorophenyl)-5,5-bis(methyl-d3)-4,6-dihydropyrrolo[1,2-b]pyrazol FC1=CC=C(C=C1)C=1C=C2N(N1)CC(C2)(C([2H])([2H])[2H])C([2H])([2H])[2H]